CO[C@H]1CN(CC1)C(=O)N1CC2=C(C=C(C=C2CC1)C=1C=C2C(=NC1)NC=C2C)[C@H]2N(CCC2)C(=O)OC(C)(C)C (S)-tert-butyl 2-(2-((R)-3-Methoxypyrrolidine-1-carbonyl)-6-(3-methyl-1H-pyrrolo[2,3-b]pyridin-5-yl)-1,2,3,4-tetrahydroisoquinoline-8-yl)pyrrolidine-1-carboxylate